C(C1=CC=CC=C1)OC=1C=C(C=CC1)C(CP(OCC)(=O)CC)C1CC1 ethyl (2-(3-(benzyloxy)phenyl)-2-cyclopropylethyl)(ethyl)phosphinate